Decabromodiphenyl-ethane BrC1C(C(C(C(C1(C(C)C1=CC=CC=C1)Br)(Br)Br)(Br)Br)(Br)Br)(Br)Br